Methyl 3-butyl-3-ethyl-5-(4-fluorophenyl)-7-methoxy-2,3,4,5-tetrahydro-1,5-benzothiazepine-8-carboxylate 1,1-dioxide C(CCC)C1(CS(C2=C(N(C1)C1=CC=C(C=C1)F)C=C(C(=C2)C(=O)OC)OC)(=O)=O)CC